C(C)(=O)[O-].[NH4+].BrC1=NN2C(C(NC(=C2)C)=O)=C1C 2-Bromo-3,6-dimethylpyrazolo[1,5-a]pyrazin-4(5H)-one Ammonium acetate